O=C1C2=C(N=C(N1)[C@@H]1[C@H](CC1)C1=NC=CC=C1)N(N=C2C#N)[C@H](C)C=2C=NC(=CC2)C(F)(F)F 4-oxo-6-((1S,2S)-2-(pyridin-2-yl)cyclobutyl)-1-((R)-1-(6-(trifluoromethyl)pyridin-3-yl)ethyl)-4,5-dihydro-1H-pyrazolo[3,4-d]pyrimidine-3-carbonitrile